C(CCCCC)C(COC(CCCCCC(CCCCCC(=O)OCC(CCCCCCCC)CCCCCC)N(C(CCCN1CCCC1)=O)CCCCCCCCCC)=O)CCCCCCCC bis(2-hexyldecyl)7-(N-decyl-4-(pyrrolidin-1-yl)butanamido)tridecanedioate